BrC=1C(=NC=C(N1)C1=CC=C(C=C1)O[Si](C)(C)C(C)(C)C)N 3-Bromo-5-[4-(tert-butyldimethylsilyloxy)phenyl]pyrazin-2-amine